2-(4-(2-(4-Chloro-2-fluorophenyl)-2-methylbenzo[d][1,3]dioxol-4-yl)-2,6-difluorophenyl)acetic acid ClC1=CC(=C(C=C1)C1(OC2=C(O1)C=CC=C2C2=CC(=C(C(=C2)F)CC(=O)O)F)C)F